5-hydroxy-2-(trifluoromethyl)-quinazoline-4-carbaldehyde OC1=C2C(=NC(=NC2=CC=C1)C(F)(F)F)C=O